ClC=1C=C(C=C(C1)F)N1C=C(C=2C(C(CCC12)(F)F)O)C1=NNC(=C1)C 1-(3-chloro-5-fluorophenyl)-5,5-difluoro-3-(5-methyl-1H-pyrazol-3-yl)-4,5,6,7-tetrahydro-1H-indol-4-ol